2-amino-N-(3-chlorophenyl)ethane-1-sulfonamide hydrochloride Cl.NCCS(=O)(=O)NC1=CC(=CC=C1)Cl